1-(3-iodo-1H-pyrazolo[3,4-c]pyridin-5-yl)cyclopropanecarbonitrile IC1=NNC2=CN=C(C=C21)C2(CC2)C#N